6-(8-fluoro-2-methylimidazo[1,2-a]pyridin-6-yl)-N-methyl-N-(2,2,6,6-tetramethylpiperidin-4-yl)-1,3-benzothiazol-2-amine FC=1C=2N(C=C(C1)C1=CC3=C(N=C(S3)N(C3CC(NC(C3)(C)C)(C)C)C)C=C1)C=C(N2)C